(4-isocyano-2,6-dimethylphenyl)methanamine hydrochloride Cl.[N+](#[C-])C1=CC(=C(C(=C1)C)CN)C